N(=[N+]=[N-])CCCCCCC(=O)NC1=CC=CC=C1 7-Azido-N-phenylheptanamide